tert-butyl 4-imidazo[1,2-a]pyrimidin-6-yl-3-oxo-piperazine-1-carboxylate N=1C=CN2C1N=CC(=C2)N2C(CN(CC2)C(=O)OC(C)(C)C)=O